(2R)-2,6-bis(allyloxycarbonylamino)hexanoic Acid C(C=C)OC(=O)N[C@@H](C(=O)O)CCCCNC(=O)OCC=C